4-cyclopropyl-N-((1r,4r)-4-((2,2-difluoroethyl)amino)cyclohexyl)-6-(1H-imidazol-1-yl)pyridineamide C1(CC1)C1=CC(=NC(=C1)N1C=NC=C1)C(=O)NC1CCC(CC1)NCC(F)F